C(C)OC=C1C(NC(S1)=O)=O 5-(ethoxymethylene)-2,4-thiazolidinedione